O=C1N(CCC(N1)=O)C1=NN(C2=CC(=CC=C12)C#CC1CCN(CC1)C(=O)OC(C)(C)C)C tert-butyl 4-((3-(2,4-dioxotetrahydropyrimidin-1(2H)-yl)-1-methyl-1H-indazol-6-yl)ethynyl)-piperidine-1-carboxylate